C(C)(C)C1=C(NC2=CC=C(C=C12)OCCN1CCCC1)C=1C=C(C=2N(C1)N=CN2)C 6-(3-Isopropyl-5-(2-(pyrrolidin-1-yl)ethoxy)-1H-indol-2-yl)-8-methyl-[1,2,4]triazolo[1,5-a]pyridin